CC12N[C@H](C(C1)C2)[C@H](O)C2=C(C(=CC=C2)N)F (R)-{(R)-1-methyl-2-azabicyclo[2.1.1]hex-3-yl}(3-amino-2-fluorophenyl)methanol